C[C@H]1[C@@H]([C@H]([C@H]([C@H](O1)O[C@@H]2[C@H](O[C@H]([C@@H]([C@H]2O)O)O)CO)O)O[C@@H]3[C@@H]([C@H]([C@H]([C@H](O3)CO)O)O)O)O[C@H]4[C@@H]([C@H]([C@H]([C@H](O4)CO)O)O[C@H]5[C@@H]([C@H]([C@@H]([C@H](O5)CO)O[C@H]6[C@@H]([C@H]([C@H]([C@H](O6)CO)O)O)O)O)NC(=O)C)O The molecule is a polysaccharide derivative with a repeating unit consisting of beta-D-galactosyl, beta-D-rhamnoosyl and beta-D-glucosyl residues all linked (1->4), to the galactosyl residue of which is attached a beta-D-galactosyl-(1->4)-N-acetyl-beta-D-glucosaminyl disaccharide unit via a (1->3) linkage, while to the rhamnosyl residue is linked (1->3) an alpha-D-galactosyl residue, with all repeating units being linked (1->4). Desialylated capsular polysaccharide of Streptococcus suis serotype 2